hexadecenoyl-coa C(C=CCCCCCCCCCCCCC)(=O)SCCNC(CCNC([C@@H](C(COP(OP(OC[C@@H]1[C@H]([C@H]([C@@H](O1)N1C=NC=2C(N)=NC=NC12)O)OP(=O)(O)O)(=O)O)(=O)O)(C)C)O)=O)=O